NC=1C(NC2=CC(=CC=C2N1)Cl)=O 3-Amino-7-chloro-2-oxoquinoxaline